C1=CC(=C(C(=C1)OC2=CC=CC(=C2C(=O)O)C(=O)O)C(=O)O)C(=O)O oxydiphthalic acid